BrC1=CC(=C(C=C1)C1=NC=NC(=C1)Cl)C 4-(4-bromo-2-methylphenyl)-6-chloropyrimidine